7,8-difluoro-3-(2-{3-methoxy-4-[(1s,3s)-3-(dimethylamino)cyclobutoxy]phenyl-amino}-4-pyrimidinylamino)-1,2-dihydro-2-quinolinone FC1=CC=C2C=C(C(NC2=C1F)=O)NC1=NC(=NC=C1)NC1=CC(=C(C=C1)OC1CC(C1)N(C)C)OC